[N+](=O)([O-])C=1C=NC=CC1C1=CCN(CC1)C(=O)OC(C)(C)C tert-butyl 3'-nitro-5,6-dihydro-[4,4'-bipyridine]-1(2H)-carboxylate